3-bromoindazole BrC1=NNC2=CC=CC=C12